bis(p-tolyl) disulfide C1(=CC=C(C=C1)SSC1=CC=C(C=C1)C)C